ClCC1=NC=CN=C1C 2-(chloromethyl)-3-methylpyrazine